I.C(CC)SC(N)=N S-propyl-isothiourea hydrogen iodide salt